(E)-N-trans-{3-[1-(2-nitrophenyl)-1H-pyrrol-2-yl]-allylidene}aminoguanidine acetate C(C)(=O)O.[N+](=O)([O-])C1=C(C=CC=C1)N1C(=CC=C1)C=CC=NN\C(=N\[H])\N